NCCON=C(CCCC)C1=CC=C(C=C1)C(F)(F)F 1-(4-trifluoromethylphenyl)-1-pentanone-O-(2-aminoethyl) oxime